(S)-quinuclidin-3-yl (6-(2,5-difluorophenyl)-2,2-dimethyl-1,2,3,4-tetrahydronaphthalen-1-yl)carbamate FC1=C(C=C(C=C1)F)C=1C=C2CCC(C(C2=CC1)NC(O[C@@H]1CN2CCC1CC2)=O)(C)C